O1COC2=C1C=CC=C2S(=O)(=O)Cl benzo[d][1,3]dioxole-4-sulfonyl chloride